1-(3-(4-benzisothiazolyl)piperazin-1-yl)propyl-2H-benzotriazol hydrochloride Cl.S1N=CC2=C1C=CC=C2C2CN(CCN2)C(CC)N2N=C1C(=N2)C=CC=C1